C(#N)[C@H]1N(CSC1)C(CNC(=O)C1=C(C=NC2=CC=C(C=C12)N1CCOCC1)F)=O (R)-N-(2-(4-cyanothiazolidin-3-yl)-2-oxoethyl)-3-fluoro-6-morpholino-quinoline-4-Formamide